C(C)(C)N1OC(C2C1C(CC(C2)(CC=C(C)C)C)C)(C)C 1-isopropyl-3,3,5,7-tetramethyl-5-(3-methylbut-2-en-1-yl)octahydro-benzo[c]isoxazole